C(C)(C)(C)OC(=O)N[C@H](C(=O)O)C[C@H]1C(NCCC1)=O (S)-2-((tert-butoxycarbonyl)amino)-3-((S)-2-oxopiperidin-3-yl)propionic acid